dimethyldiaminocyclohexyl-methane Methyl-3-(2-((7,8-dichloro-4-(1H-imidazol-1-yl)quinolin-2-yl)amino)ethoxy)benzoate COC(C1=CC(=CC=C1)OCCNC1=NC2=C(C(=CC=C2C(=C1)N1C=NC=C1)Cl)Cl)=O.CC1(CCC(CC1)C(N)N)C